N-{3-[1-(2-nitrophenyl)-1H-pyrrol-2-yl]-allylidene}-aminoguanidine adipic acid salt C(CCCCC(=O)O)(=O)O.[N+](=O)([O-])C1=C(C=CC=C1)N1C(=CC=C1)C=CC=NC(=NN)N